NC1=C2NC(N(C2=NC(=N1)[P@@](=O)(C)CC)CC=1C=NC(=CC1)N1CCN(CC1)S(=O)(=O)C)=O 6-amino-2-[(R)-ethyl(methyl)phosphoryl]-9-[[6-(4-methylsulfonylpiperazin-1-yl)-3-pyridyl]methyl]-7H-purin-8-one